(2-ethoxy-2-oxo-ethyl) 1-(5-amino-2-chloro-4-fluoro-phenoxy)-cyclopropanecarboxylate Iron [Fe].NC=1C(=CC(=C(OC2(CC2)C(=O)OCC(=O)OCC)C1)Cl)F